Cl.ClC1=CC=C(C=C1)S(=O)(=O)/C(=C/CN)/F (2E)-3-(4-chlorobenzenesulfonyl)-3-fluoroprop-2-en-1-amine hydrochloride